oxetanyl-silicon O1C(CC1)[Si]